C(C)C=1C=CC=C2C=CC=C(C12)N1CC=2N=C(N=C(C2CC1)N1CC(OCC1)C(=O)N)OCC12CCCN2CCC1 4-(7-(8-ethylnaphthalen-1-yl)-2-((tetrahydro-1H-pyrrolizin-7a(5H)-yl)methoxy)-5,6,7,8-tetrahydropyrido[3,4-d]pyrimidin-4-yl)morpholine-2-carboxamide